OC1=C(C=O)C(=CC=C1)OC[C@H]1N(CCOC1)C(C1=C(N=CC=C1)CC(C)O)=O 2-hydroxy-6-(((3S)-4-(2-(2-hydroxypropyl)-nicotinoyl)morpholin-3-yl)methoxy)benzaldehyde